C(\C=C\C(=O)OC(C)CCCC)(=O)OC1CCC(CC1)CC(C)C (4-isobutylcyclohexyl) sec-hexyl fumarate